CS(=O)(=O)N([C@@H]1[C@@H](N(CC1)C(=O)OC(C)(C)C)CC1=CC(=CC=C1)C(=O)OC)COCC[Si](C)(C)C tert-Butyl (2S,3S)-3-[(methanesulfonyl){[2-(trimethylsilyl)ethoxy]methyl}amino]-2-{[3-(methoxycarbonyl)phenyl]methyl}pyrrolidine-1-carboxylate